ClC=1C=C2C(=C(N(C2=C(C1)F)S(=O)(=O)C1=CC=C(C)C=C1)C1=CC=CC=C1)C 5-Chloro-7-fluoro-3-methyl-2-phenyl-1-tosyl-1H-indole